CNC(=N)N1CC(C=2C3=C(C=CC12)C=CC=C3)C N,1-dimethyl-1,2-dihydro-3H-benzo[e]indole-3-carboximidamide